rac-6,6'-((2R,3R)-2,3-dimethoxybutane-1,4-diyl)bis(2-(2,6-di-tert-butylanthracen-9-yl)phenol) CO[C@H](CC1=CC=CC(=C1O)C=1C2=CC=C(C=C2C=C2C=CC(=CC12)C(C)(C)C)C(C)(C)C)[C@@H](CC1=CC=CC(=C1O)C=1C2=CC=C(C=C2C=C2C=CC(=CC12)C(C)(C)C)C(C)(C)C)OC |r|